Fmoc-2-methoxy-4-amino-5-ethanesulfonyl-benzoic acid C(=O)(OCC1C2=CC=CC=C2C2=CC=CC=C12)C=1C(=C(C(=O)O)C=C(C1N)S(=O)(=O)CC)OC